(1R)-1-methyl-9-(1-methyl-3,6-dihydro-2H-pyridin-4-yl)-N-(1-methylcyclopropyl)-4-[(1-methylpyrazol-4-yl)methyl]-5-oxo-1H,2H-imidazo[1,2-a]quinazoline-7-sulfonamide C[C@@H]1CN=C2N1C1=C(C=C(C=C1C(N2CC=2C=NN(C2)C)=O)S(=O)(=O)NC2(CC2)C)C=2CCN(CC2)C